ethyl 3-((2-(1,3-dioxolan-2-yl) benzyl) amino)-1H-pyrrole-2-carboxylate O1C(OCC1)C1=C(CNC2=C(NC=C2)C(=O)OCC)C=CC=C1